3-hydroxy-1-oxa-8-azaspiro[4.5]decane-8-carboxylic acid benzyl ester C(C1=CC=CC=C1)OC(=O)N1CCC2(CC(CO2)O)CC1